CC(C(=O)O)CN1N=CC=C1 2-methyl-3-pyrazol-1-yl-propanoic acid